N-[di(methylthio)methyl]-toluenesulfonamide CSC(NS(=O)(=O)CC1=CC=CC=C1)SC